Tetracyclo[8.2.1.1(8,11).0(2,7)]tetradec-2,4,6-triene-10,11-diamine C12C3=CC=CC=C3C3CC(C(C1)(C3)N)(C2)N